5-bromo-2-cyano-pyridin-3-yl 3-deoxy-2-O-methyl-3-[4-(2-thiazolyl)-1H-1,2,3-triazol-1-yl]-1-thio-alpha-D-galactopyranoside CO[C@H]1[C@@H](SC=2C(=NC=C(C2)Br)C#N)O[C@@H]([C@@H]([C@@H]1N1N=NC(=C1)C=1SC=CN1)O)CO